NC1=NC(=NC=C1C#N)N(CCO)CCO 4-amino-2-(bis(2-hydroxyethyl)amino)pyrimidine-5-carbonitrile